(3S)-1-(2,2-dimethyl-1,3-dioxan-5-yl)-1,2,3,4-tetrahydro-beta-carbolin CC1(OCC(CO1)C1NCCC=2C3=CC=CC=C3NC12)C